pyridino[2,3-d]-pyrimidin-2-one N1C(N=CC2=C1N=CC=C2)=O